3-bromo-3-fluoro-6-(trifluoromethyl)indolin-2-one BrC1(C(NC2=CC(=CC=C12)C(F)(F)F)=O)F